2-(3-(4-hydroxyphenyl)-1-methylureido)-5-oxo-5H-thieno[3,2-b]pyran-6-carboxylic acid OC1=CC=C(C=C1)NC(N(C)C1=CC=2OC(C(=CC2S1)C(=O)O)=O)=O